1,1-bis(4-hydroxyphenyl)docosane OC1=CC=C(C=C1)C(CCCCCCCCCCCCCCCCCCCCC)C1=CC=C(C=C1)O